O1CC(CC1)N1C=CC=2C1=NC=CC2C2=C(C=1CCCC1C=C2)N 5-(1-(tetrahydrofuran-3-yl)-1H-pyrrolo[2,3-B]pyridin-4-yl)-2,3-dihydro-1H-inden-4-amine